2-[4-cyclopropyl-2-[(4-methoxyphenyl)methyl-amino]-7-oxo-thieno[2,3-d]pyridazin-6-yl]acetic acid ethyl ester C(C)OC(CN1N=C(C2=C(C1=O)SC(=C2)NCC2=CC=C(C=C2)OC)C2CC2)=O